N-[2-[(2S,4R)-4-(difluoromethoxy)-2-[[(1R)-1-(1H-pyrrolo[3,2-c]pyridin-2-yl)ethyl]carbamoyl]pyrrolidin-1-yl]-2-oxo-ethyl]-[1,4]benzoxathiino[3,2-b]pyridine-3-carboxamide FC(O[C@@H]1C[C@H](N(C1)C(CNC(=O)C=1C=C2C(=NC1)SC1=C(O2)C=CC=C1)=O)C(N[C@H](C)C1=CC=2C=NC=CC2N1)=O)F